1-(cyclopropyl-(ethoxy)methyl)-1H-benzo[d][1,2,3]triazole C1(CC1)C(N1N=NC2=C1C=CC=C2)OCC